C(#N)C1=CC=C(C=C1)NS(=O)(=O)C1=CNC2=CC(=CC=C12)C N-(4-cyanophenyl)-6-methyl-1H-indole-3-sulfonamide